OC=1C=C2[C@H](C[C@H]([C@H](C2=CC1)C1=CC=C(C=C1)N1CCC(CC1)CN1CCN(CC1)C=1C=C2CN(C(C2=CC1)=O)[C@@H]1C(NC(CC1)=O)=O)C1=CC=CC=C1)C (S)-3-(5-(4-((1-(4-((1S,2R,4S)-6-hydroxy-4-methyl-2-phenyl-1,2,3,4-tetrahydronaphthalen-1-yl)phenyl)piperidin-4-yl)methyl)piperazin-1-yl)-1-oxoisoindolin-2-yl)piperidine-2,6-dione